CC=1C=CC=2NC3=CC=C(C=C3C2C1C)C1CNCCC1 3,4-dimethyl-6-(piperidin-3-yl)-9H-carbazole